ClC=1C(=C(C(=C(C1)Cl)Cl)Cl)Cl Pentachlorobenzene